sodium N-hydroxyphthalimide ON1C(C=2C(C1=O)=CC=CC2)=O.[Na]